2-(2,4-dichlorophenyl)-5-(1H-pyrazolo[3,4-b]pyridin-4-yl)-1-{[2-(trimethylsilyl)ethoxy]methyl}-1H-pyrrole-3-carboxamide ClC1=C(C=CC(=C1)Cl)C=1N(C(=CC1C(=O)N)C1=C2C(=NC=C1)NN=C2)COCC[Si](C)(C)C